C1(CC1)C=1N=CN(C1)C=1C(=CC(=C(C(=O)NC2=NC(=CC=C2)C2=NN=CN2C(C)C)C1)F)C 5-(4-cyclopropyl-1H-imidazol-1-yl)-N-(6-(4-isopropyl-4H-1,2,4-triazol-3-yl)pyridin-2-yl)-2-fluoro-4-methylbenzamide